4'-carboxyterphenyl-4-methanethiol C1=CC=C(C=C1)C2=C(C=CC(=C2)C(=O)O)C3=CC=C(C=C3)CS